benzyl 4-[2-[1-(4-amino-2-fluoro-phenyl)-3,6-dihydro-2H-pyridin-4-yl] ethynyl]-3,6-dihydro-2H-pyridine-1-carboxylate NC1=CC(=C(C=C1)N1CCC(=CC1)C#CC=1CCN(CC1)C(=O)OCC1=CC=CC=C1)F